CN1C(=CC=2C=NC(=CC21)NC2CCOCC2)C2=CC(=NC=C2)NCC(F)(F)F 1-Methyl-N-(tetrahydro-2H-pyran-4-yl)-2-(2-((2,2,2-trifluoroethyl)amino)pyridin-4-yl)-1H-pyrrolo[3,2-c]pyridin-6-amine